Epoxymyrcene CC1(C(O1)CCC(=C)C=C)C